1-(tert-butyl)-5-fluoro-N-(6-methyl-5-(8-morpholinylimidazo[1,2-a]pyridin-6-yl)pyridin-3-yl)-1H-pyrazole-4-carboxamide C(C)(C)(C)N1N=CC(=C1F)C(=O)NC=1C=NC(=C(C1)C=1C=C(C=2N(C1)C=CN2)N2CCOCC2)C